COC1=CC=C(C=C1)N(C(=O)C=1C=CC=2N(C1)C(=CN2)C2=CC=C(C=C2)NC(OC)=O)C methyl N-[4-[6-[(4-methoxyphenyl)-methyl-carbamoyl]imidazo[1,2-a]pyridin-3-yl]phenyl]carbamate